2-chloro-6-(N-morpholinyl)-pyridin-4-amine ClC1=NC(=CC(=C1)N)N1CCOCC1